Isononynoic acid C(C#CCCCC(C)C)(=O)O